C(C)(C)(C)C1=CC=C(C=C1)C1=NC2=C(N1)C=CC(=C2)C#N 2-(4-tert-Butylphenyl)-1H-benzo[d]imidazole-5-carbonitrile